ClC1=NN(C2=NC(=NC=C21)Cl)CCCOC2=NN(C(=C2[N+](=O)[O-])C([2H])([2H])[2H])C2CCOCC2 3,6-Dichloro-1-(3-((5-(methyl-d3)-4-nitro-1-(tetrahydro-2H-pyran-4-yl)-1H-pyrazol-3-yl)oxy)propyl)-1H-pyrazolo[3,4-d]pyrimidine